[Cl-].[Cl-].[CH-]1C=CC=C1.[CH-]1C=CC=C1.[Zr+2] cis-zirconocene dichloride